potassium hydroxide salt [OH-].[K+]